FC(C1=NC=CC(=C1)N1CC(C1)C1=NN2C(C3=C(C(=C2C)C)CN(C3)C(=O)O)=N1)(F)F 1-(2-(Trifluoromethyl)pyridin-4-yl)azetidin-3-yl-5,6-dimethyl-7,9-dihydro-8H-pyrrolo[3,4-c][1,2,4]triazolo[1,5-a]pyridine-8-carboxylic acid